N-benzoyl-uracil C(C1=CC=CC=C1)(=O)N1C(=O)NC(=O)C=C1